CC1C(N(C2CC1C2)C(=O)C2=NN(C=C2C2=NC=CC=C2)C)CNC2=NC=C(N=C2)C(F)(F)F N-({4-methyl-2-[1-methyl-4-(pyridin-2-yl)-1H-pyrazole-3-carbonyl]-2-azabicyclo[3.1.1]hept-3-yl}methyl)-5-(trifluoromethyl)pyrazin-2-amine